(R)-1-(1-(6-(2-(1-Cyanocyclopropyl)phenyl)pyridin-3-yl)-2-hydroxyethyl)-3-(2-ethynylthiazol-4-yl)urea C(#N)C1(CC1)C1=C(C=CC=C1)C1=CC=C(C=N1)[C@H](CO)NC(=O)NC=1N=C(SC1)C#C